C1=CC=CC=2C1=C1C=C3C=CC=CC3=CC1=CC2 Benz[a]anthracen